5-fluoro-6-methyl-1H-pyrazolo[3,4-b]pyridin FC=1C=C2C(=NC1C)NN=C2